1,1-dimethyl-4-indanyl methyl ketone CC(=O)C=1C=2CCC(C2C=CC1)(C)C